S(=O)(=O)(O)OCCO ethylene glycol monosulfate